3-(2-(4-(methylsulfonyl)phenyl)-6-(benzenesulfonyl)-2,3-dihydroimidazo[4,5-d]pyrrolo[2,3-b]pyridin-1(6H)-yl)pyrrolidin-1-ylpropionitrile CS(=O)(=O)C1=CC=C(C=C1)C1NC=2C(=C3C(=NC2)N(C=C3)S(=O)(=O)C3=CC=CC=C3)N1C1CN(CC1)C(C#N)C